C(C)OC(C1=C(C=C(C=C1)F)C=1N(C(=C(C1)C(=O)NC1=CC=C(C=C1)OCC1=CC=CC=C1)C)C)=O [4-({[4-(phenylmethoxy)phenyl]amino}carbonyl)-1,5-dimethyl-1H-pyrrol-2-yl]-4-fluorobenzoic acid ethyl ester